COC=1N=CC(=NC1)N 5-methoxypyrazin-2-amine